C1(CC1)C1=CC(=NN1CC(=O)N1CCC(CC1)C=1C(=NC=CC1)C(=O)NC1CCCC2=CC=CC=C12)C(F)(F)F [1-[2-[5-cyclopropyl-3-(trifluoromethyl)pyrazol-1-yl]acetyl]-4-piperidyl]-N-tetralin-1-yl-pyridine-2-carboxamide